bis(4-biphenylyl)-amine C1(=CC=C(C=C1)NC1=CC=C(C=C1)C1=CC=CC=C1)C1=CC=CC=C1